methyl-3-(2-sulfamoylaminoethyl)azetidinium trifluoroacetate FC(C(=O)[O-])(F)F.C[NH+]1CC(C1)CCNS(N)(=O)=O